CC=1C(=CC=C2CN(C(C12)=O)C1C(NC(CC1)=O)=O)C1=CC=CC=C1 3-(7-methyl-1-oxo-6-phenylisoindolin-2-yl)piperidine-2,6-dione